OC1=C(C(=N)NC2=CC=C(C=C2)C)C=CC=C1[N+](=O)[O-] hydroxy-3-nitro-N-(p-tolyl)benzamidine